C(#N)C1=CC(=C(C=C1)N1CC(N(C2(CC(C2)NC(=O)NC2CC2)C1=O)CC1=CC=C(C=C1)C(F)(F)F)=O)F 1-((2s,4s)-8-(4-cyano-2-fluorophenyl)-6,9-dioxo-5-(4-(trifluoromethyl)benzyl)-5,8-diazaspiro[3.5]nonan-2-yl)-3-cyclopropylurea